trans-1,5-cyclohexanedicarboxylic acid [C@H]1(CCC[C@H](C1)C(=O)O)C(=O)O